tert-butyl 4-(3-((4-bromo-3-methylphenyl)(methyl)amino)propyl)piperidine-1-carboxylate BrC1=C(C=C(C=C1)N(CCCC1CCN(CC1)C(=O)OC(C)(C)C)C)C